4-bromo-3-isopropyl-1-[4-(trifluoromethoxy)phenyl]pyrazole BrC=1C(=NN(C1)C1=CC=C(C=C1)OC(F)(F)F)C(C)C